ClC=1C=C2C(=NC(=NC2=C(C1C=1C(=CC=C2C=NN(C12)CC)C)F)OCCN1CC(C1)(F)F)N1C[C@H](N(C[C@@H]1C)C(C=C)=O)C 1-((2R,5S)-4-(6-chloro-2-(2-(3,3-difluoroazetidin-1-yl)ethoxy)-7-(1-ethyl-6-methyl-1H-indazol-7-yl)-8-fluoroquinazolin-4-yl)-2,5-dimethylpiperazin-1-yl)prop-2-en-1-one